CN(CC=O)C1CCN(CC1)C 2-[METHYL(1-METHYLPIPERIDIN-4-YL)AMINO]ACETALDEHYDE